ClC=1C=C(C=CC1F)C(=O)N1[C@@H](CC[C@@H](C1)C1=NOC(=N1)C1=NC=C(C=C1)F)C (3-chloro-4-fluorophenyl){(2R,5S)-5-[5-(5-fluoropyridin-2-yl)-1,2,4-oxadiazol-3-yl]-2-methylpiperidin-1-yl}methanone